N5-methyltetrahydrofolate CN1C=2C(NC(=NC2NCC1CNC1=CC=C(C(N[C@@H](CCC(=O)[O-])C(=O)O)=O)C=C1)N)=O